2-((1-benzyl-1H-indazol-3-yl)methoxy)-2-methylpropionic acid C(C1=CC=CC=C1)N1N=C(C2=CC=CC=C12)COC(C(=O)O)(C)C